2-bromo-1-(1-methyl-2-oxabicyclo[2.2.2]oct-4-yl)ethan-1-one BrCC(=O)C12COC(CC1)(CC2)C